C(CCC)C(C1=CC(=C(OCC(=O)N2CCN(CC2)S(=O)(=O)C2=CC=C(C)C=C2)C=C1)OC)CCCC 2-(4-(bis(butyl)methyl)-2-methoxyphenoxy)-1-(4-p-toluenesulfonylpiperazin-1-yl)ethan-1-one